FC1=C(C=CC(=C1)F)N1CC2(CN(C2)CC2=CC=C3N=C(C(NC3=C2)=O)CC)C1 7-((6-(2,4-difluorophenyl)-2,6-diazaspiro[3.3]heptan-2-yl)methyl)-3-ethylquinoxalin-2(1H)-one